ClC(Cl)[SiH2]C1=CC=C(C=C1)C=C Dichloromethyl-(4-vinylphenyl)silane